CC1=C(C=NC=2OCCNC21)NC2=C(C(NC=C2)=O)C(=O)NC2=CC=C(C=C2)N2CCN(CC2)C(=O)C2(CCC2)C 4-((8-methyl-2,3-dihydro-1H-pyrido[2,3-b][1,4]oxazin-7-yl)amino)-N-(4-(4-(1-methylcyclobutane-1-carbonyl)piperazin-1-yl)phenyl)-2-oxo-1,2-dihydropyridine-3-carboxamide